O[C@@H]1CC[C@@]2([C@H]3CC[C@@]4([C@H](CC[C@H]4[C@@H]3CC[C@@H]2C1)[C@@H](CCC(=O)N[C@H](C(=O)N[C@H](C(=O)O)CC1=CC=CC=C1)C(C)C)C)C)C (S)-2-((S)-2-((R)-4-((3R,5R,8R,9S,10S,13R,14S,17R)-3-hydroxy-10,13-dimethyl-hexadecahydro-1H-cyclopenta[a]phenanthren-17-yl)pentanamido)-3-methylbutanamido)-3-phenylpropanoic acid